Fluoren-Amine C1(=CC=CC=2C3=CC=CC=C3CC12)N